potassium 1-(2,2-difluoroethyl)azetidine-3-carboxylate FC(CN1CC(C1)C(=O)[O-])F.[K+]